2-(aminomethyl)-N,N-bis(4-methoxybenzyl)-6-methyl-1-((2-(trimethylsilyl)ethoxy)methyl)-1H-pyrrolo[3,2-b]pyridin-5-amine NCC1=CC2=NC(=C(C=C2N1COCC[Si](C)(C)C)C)N(CC1=CC=C(C=C1)OC)CC1=CC=C(C=C1)OC